BrC(C(=O)N(C)C=1C(=C(C=CC1)C1=CC=C(C=C1)C(C)(C)C)C#N)(C)C 2-bromo-N-(4'-(tert-butyl)-2-cyano-[1,1'-biphenyl]-3-yl)-N,2-dimethylpropionamide